N,N''-methylenebis{N'-[1-(hydroxymethyl)-2,5-dioxo-4-imidazolidinyl]urea} C(NC(=O)NC1NC(N(C1=O)CO)=O)NC(=O)NC1NC(N(C1=O)CO)=O